ethyl 2-[(4-fluorophenyl) methyl]-3-oxo-butanoate FC1=CC=C(C=C1)CC(C(=O)OCC)C(C)=O